C1=CC=C(C(=C1)O)O Ortho-hydroquinone